FC(C(=O)N1CC(C1)N1N=C(C=2C1=NC=C(C2)OC)C2=CC=C(C=C2)C(F)(F)F)=C 2-fluoro-1-(3-(5-methoxy-3-(4-(trifluoromethyl)phenyl)-1H-pyrazolo[3,4-b]pyridin-1-yl)azetidin-1-yl)prop-2-en-1-one